FC=1C(=C(C=CC1)NC1=C(NC2=C1C(NCC2)=O)C2=C(C=NC=C2)OCC(C)(C)OC)O 3-[(3-fluoro-2-hydroxyphenyl)amino]-2-[3-(2-methoxy-2-methylpropoxy)pyridin-4-yl]-1,5,6,7-tetrahydro-4H-pyrrolo[3,2-c]pyridin-4-one